OC1CNCC12CCN(CC2)C(=O)OCC2=CC=CC=C2 benzyl 4-hydroxy-2,8-diazaspiro[4.5]decane-8-carboxylate